tert-butyl 3-(chlorobenzene-4-sulfinyl)-propionate ClC1=CC=C(C=C1)S(=O)CCC(=O)OC(C)(C)C